S1C(=NC2=C1C=CC=C2)C=2C=CC(=C(C2)O)OC 5-(benzo[d]thiazol-2-yl)-2-methoxyphenol